CC1(CC(C1)C1=NC2=C(N1COCC[Si](C)(C)C)C(=CC(=C2)O)C(F)(F)F)OCOCC[Si](C)(C)C 2-[(cis)-3-methyl-3-{[2-(trimethylsilyl)ethoxy]methoxy}cyclobutyl]-7-(trifluoromethyl)-1-{[2-(trimethylsilyl)ethoxy]methyl}-1H-1,3-benzodiazol-5-ol